C(C)(C)N1C(=NN=C1)C1=CC=CC(=N1)NC(=O)NC1=NC=CC2=CC=CC=C12 1-(6-(4-isopropyl-4H-1,2,4-triazol-3-yl)pyridin-2-yl)-3-(isoquinolin-1-yl)urea